2-methyltetrafluoroimidazole CC=1NC(C(N1)(F)F)(F)F